1-Ethyl 5-[(1R-4R)-2-oxa-5-azabicyclo[2.2.1]heptan-5-yl]pyrazolo[1,5-a]pyrimidine-3-carboxylate [C@H]12OC[C@H](N(C1)C1=NC=3N(C=C1)N=CC3C(=O)OCC)C2